(2-(4-(1-(benzo[d]thiazol-5-yl)ethyl)piperazin-1-yl)pyrimidin-5-yl)(imino)(propyl)-λ6-sulfanone S1C=NC2=C1C=CC(=C2)C(C)N2CCN(CC2)C2=NC=C(C=N2)S(=O)(CCC)=N